N-(3-(3-chlorophenyl)-1H-pyrazol-5-yl)-4-morpholinopyrido[3',2':4,5]furo[3,2-d]pyrimidin-2-amine hydrochloride Cl.ClC=1C=C(C=CC1)C1=NNC(=C1)NC=1N=C(C2=C(N1)C1=C(O2)N=CC=C1)N1CCOCC1